C(C)(C)(C)OC(=O)N(C(OC(C)(C)C)=O)C[C@@H]1C[C@H](C1)N1N=C(C(=C1)C1=CCC(CC1)O)C1CC1 tert-butyl N-tert-butoxycarbonyl-N-[[trans-3-[3-cyclopropyl-4-(4-hydroxycyclohexen-1-yl)pyrazol-1-yl]cyclobutyl]methyl]carbamate